(3,5-bis((tetrahydrofuran-3-yl)oxy)phenoxy)-7-methoxyquinoline-6-carboxamide O1CC(CC1)OC=1C=C(OC2=NC3=CC(=C(C=C3C=C2)C(=O)N)OC)C=C(C1)OC1COCC1